Cl.Cl.NCC=1C=C(C=CC1)N1N=C(C=C1C(=O)NC1=C(C=CC(=C1)C(C1=C(C=CC2=CC=CC=C12)OC)NCC1CC1)F)C(F)(F)F 1-(3-(aminomethyl)phenyl)-N-(5-((cyclopropylmethylamino)(2-methoxynaphthalen-1-yl)methyl)-2-fluorophenyl)-3-(trifluoromethyl)-1H-pyrazole-5-carboxamide dihydrochloride